3-((2,3-dichlorophenyl)sulfonamido)-2,5,6-trifluorobenzoic acid ClC1=C(C=CC=C1Cl)S(=O)(=O)NC=1C(=C(C(=O)O)C(=C(C1)F)F)F